(7-chloro-3-ethyl-2,2-dioxo-3,4-dihydrospiro[benzo[d][1,2]thiazine-1,1'-cyclopropane]-2'-yl)methanesulfonic acid methyl ester COS(=O)(=O)CC1C2(C1)C1=C(CN(S2(=O)=O)CC)C=CC(=C1)Cl